N-(tertbutyldimethylsilyl)imidazole C(C)(C)(C)[Si](N1C=NC=C1)(C)C